NC1=CC=C(C=C1)C1=C(C2=C(N=CN=C2N)N1C)Br 6-(4-Aminophenyl)-5-bromo-7-methyl-7H-pyrrolo[2,3-d]pyrimidin-4-amine